COCCNC(O[C@@H]1CC[C@H](CC1)C(N(C[C@@H]1CC[C@H](CC1)C1=CC(=C(C=C1)OC)C)C1=CC(=CC=C1)C=1C=NN(C1)C1CC1)=O)=O trans-4-((3-(1-Cyclopropyl-1H-pyrazol-4-yl)phenyl)((trans-4-(4-methoxy-3-methyl-phenyl)cyclohexyl)-methyl)carbamoyl)-cyclohexyl (2-methoxyethyl)carbamate